1-(2-bromo-4,6-dichloro-phenyl)-3-[(1S)-1-(2-pyrimidin-2-yl-1,2,4-triazol-3-yl)ethyl]urea BrC1=C(C(=CC(=C1)Cl)Cl)NC(=O)N[C@@H](C)C=1N(N=CN1)C1=NC=CC=N1